C(#N)C1=CC(=CC=2N=C(OC21)C=2C(=C(C=CC2)C2=C(C(=CC=C2)NC=2N=CC=C1C=C(C=NC21)CN2C[C@@H](CC2)O)C)C)CN2C[C@@H](CC2)C(=O)O (R)-1-((7-cyano-2-(3'-(3-(((R)-3-hydroxypyrrolidin-1-yl)methyl)-1,7-naphthyridin-8-yl-amino)-2,2'-dimethylbiphenyl-3-yl)benzo[d]oxazol-5-yl)methyl)pyrrolidine-3-carboxylic acid